BrC=1C(=CC=C2CCC=3C(=NOC3C12)N(S(=O)(=O)C1=C(C=CC=C1OC)OC)COCC[Si](C)(C)C)OC N-(9-bromo-8-methoxy-4,5-dihydronaphtho[2,1-d]isoxazol-3-yl)-2,6-dimethoxy-N-((2-(trimethylsilyl)ethoxy)methyl)benzenesulfonamide